C(C)OC1=CC=C(C=C1)N1[C@@H]2CNC[C@H](C1)CC2 (1R,5S)-6-(4-ethoxyphenyl)-3,6-diazabicyclo[3.2.2]nonane